C(CCCCCCC)[N+](CCCCS(=O)(=O)O)(CCCCCCCC)CCCCCCCC 4-[trioctylammonio]butane-1-sulfonic acid